Cl.C(C1=CC=CC=C1)(=O)O benzoic acid HCl salt